2-morpholino-1-(piperazin-1-yl)ethan-1-one O1CCN(CC1)CC(=O)N1CCNCC1